NC=1C=C(C2=C(OCCO2)C1)F 7-Amino-5-fluoro-2,3-dihydro-1,4-benzodioxine